methyl 3-acetamido-2-fluorobenzoate C(C)(=O)NC=1C(=C(C(=O)OC)C=CC1)F